6-amino-5-(3-methoxy-2,6-dimethyl-phenyl)-2-[4-(methylcarbamoyl)-1-piperidyl]pyrrolo[2,3-b]pyrazine-7-carboxamide NC1=C(C=2C(=NC=C(N2)N2CCC(CC2)C(NC)=O)N1C1=C(C(=CC=C1C)OC)C)C(=O)N